C(CCCCC(C)C)OC(C(C)C1=CC(=C(C(=C1)C(C)(C)C)O)C(C)(C)C)=O (3',5'-di-tert-butyl-4-hydroxyphenyl)propionic acid isooctyl ester